C1(=CC=C(C=C1)CN1C2=C(OC(C1=O)(C)C)C=CC(=C2)C(=O)NO)C2=CC=CC=C2 4-([1,1'-biphenyl]-4-ylmethyl)-N-hydroxy-2,2-dimethyl-3-oxo-3,4-dihydro-2H-benzo[b][1,4]oxazine-6-carboxamide